COC1=CC=CC(=N1)NC(=O)C=1N=CC=2N(C1)C=C(N2)C2CCOCC2 N-(6-methoxy-2-pyridyl)-2-tetrahydropyran-4-yl-imidazo[1,2-a]pyrazine-6-carboxamide